bis(2,4-di-tert-butylphenyl)-phenyl phosphonite P(OC1=C(C(=CC=C1)C1=C(C=C(C=C1)C(C)(C)C)C(C)(C)C)C1=C(C=C(C=C1)C(C)(C)C)C(C)(C)C)[O-]